methyl (2S,4R)-1-[2-(tert-butoxycarbonylamino) acetyl]-4-hydroxy-pyrrolidine-2-carboxylate C(C)(C)(C)OC(=O)NCC(=O)N1[C@@H](C[C@H](C1)O)C(=O)OC